C1(CC1)CN(C1=CC(N(C=2C=CC(=NC12)C#N)C)=O)C1=NC=C(C=C1)OC(F)F 8-((cyclopropylmethyl)(5-(difluoromethoxy)pyridin-2-yl)amino)-5-methyl-6-oxo-5,6-dihydro-1,5-naphthyridine-2-carbonitrile